ClC(C(=N)OC1[C@@H]([C@@H](OC(C)=O)[C@H](OC(C)=O)[C@H](O1)COC(C)=O)N=[N+]=[N-])(Cl)Cl 3,4,6-tri-O-acetyl-2-azido-2-deoxy-D-glucopyranose trichloroacetimidate